3-[(3E,7E,11E)-13-bromo-3,7,11-trimethyltrideca-3,7,11-trien-1-yl]-2,2-dimethyloxirane BrC/C=C(/CC/C=C(/CC/C=C(/CCC1C(O1)(C)C)\C)\C)\C